5,7-dihydroindeno[2,1-b]carbazole C1=C2C=3C=C4C(=CC3NC2=CC=C1)CC1=CC=CC=C14